1-oxyl-2,2,6,6-tetramethylpiperidin-4-yl pentanoate C(CCCC)(=O)OC1CC(N(C(C1)(C)C)O)(C)C